3-[[4-[(2R)-2-[[6-(2-benzyloxy-1,1-dimethyl-ethyl)furo[2,3-b]pyrazin-2-yl]methylamino]-3-(1-bicyclo[1.1.1]pentanyl)propoxy]-6-(2,6-dimethylphenyl)pyrimidin-2-yl]sulfamoyl]benzoic acid C(C1=CC=CC=C1)OCC(C)(C)C1=CC=2C(=NC=C(N2)CN[C@@H](COC2=NC(=NC(=C2)C2=C(C=CC=C2C)C)NS(=O)(=O)C=2C=C(C(=O)O)C=CC2)CC23CC(C2)C3)O1